N-[6-(1-methylpyrazol-4-yl)-3-isoquinolinyl]Acetamide CN1N=CC(=C1)C=1C=C2C=C(N=CC2=CC1)NC(C)=O